(2R)-N-(3-{6-azaspiro[2.5]octan-6-yl}-4-{4-[8-(4,4-difluoropiperidin-1-yl)-7-fluoroquinolin-6-yl]-1H-1,2,3-triazol-1-yl}phenyl)-1-hydroxypropane-2-sulfonamide C1CC12CCN(CC2)C=2C=C(C=CC2N2N=NC(=C2)C=2C=C1C=CC=NC1=C(C2F)N2CCC(CC2)(F)F)NS(=O)(=O)[C@@H](CO)C